2-(4-bromo-2,5-dimethoxyphenyl)ethan-1,1-d2-1-amine BrC1=CC(=C(C=C1OC)CC(N)([2H])[2H])OC